C([C@@H](O)C)(=O)OCC ethyl (-)-l-lactate